C1(C(=O)OCCCCCCCO1)=O 7-heptylene oxalate